FC1=CC=C2C=NN=CC2=C1 7-fluorophthalazine